C1(CC1)C1=NC=NC(=C1C=1N=C(C2=C(N1)COC2)NCC2=CC=C(C=C2)N2N=C(C=C2C)C(F)(F)F)OC 2-(4-cyclopropyl-6-methoxypyrimidin-5-yl)-N-(4-(5-methyl-3-(trifluoromethyl)-1H-pyrazol-1-yl)benzyl)-5,7-dihydrofuro[3,4-d]pyrimidin-4-amine